N1(CCCC1)CCN1C=NC2=CC=CC=C2C1=O 3-[2-(1-pyrrolidinyl)ethyl]-3H-quinazolin-4-one